BrC1=C(CO)C=CC(=C1)Br 2,4-dibromobenzyl alcohol